perfluoro-β-ethanesultone FC1(C(OS1(=O)=O)(F)F)F